mono-lead citrate C(CC(O)(C(=O)[O-])CC(=O)[O-])(=O)[O-].[Pb+3]